O=C1NC(CCC1N1C(C2=CC=CC(=C2C1)NC1CCC(CC1)NC(OC(C)(C)C)=O)=O)=O tert-butyl ((1S,4S)-4-((2-(2,6-dioxopiperidin-3-yl)-1-oxoisoindolin-4-yl)amino)cyclohexyl)carbamate